CN1CCCC1 N-methylpyrrolidine